2',4'-dichloro-7'-(6-(4-hydroxyphenyl)pyridin-3-yl)spiro[cyclopentane-1,5'-pyrrolo[2,3-d]pyrimidin]-6'(7'H)-one ClC=1N=C(C2=C(N1)N(C(C21CCCC1)=O)C=1C=NC(=CC1)C1=CC=C(C=C1)O)Cl